valeric acid formate trifluoroacetate FC(C(=O)O)(F)F.C(=O)O.C(CCCC)(=O)O